2-(4-nitrophenyl)butyronitrile [N+](=O)([O-])C1=CC=C(C=C1)C(C#N)CC